ClC=1C=C(C=CC1Cl)C1=CC=C(C=C1)CCNC(C(CCC)N(C)C)=O N-(2-(3',4'-dichloro-[1,1'-biphenyl]-4-yl)ethyl)-2-(dimethylamino)pentanamide